C(#N)C=1C=C(C(=NC1)OC)S(=O)(=O)NC1=C(C(=C(C=C1)F)C1=CC=2N(C=C1)C(=NC2)C=2NC=CN2)F 5-cyano-N-[2,4-difluoro-3-[3-(1H-imidazol-2-yl)imidazo[1,5-a]pyridin-7-yl]phenyl]-2-methoxypyridine-3-sulfonamide